(3S,4S)-8-(3-iodo-1H-pyrazolo[3,4-b]pyrazin-6-yl)-3-methyl-2-oxa-8-azaspiro[4.5]decan-4-ylcarbamic acid tert-butyl ester C(C)(C)(C)OC(N[C@@H]1[C@@H](OCC12CCN(CC2)C2=CN=C1C(=N2)NN=C1I)C)=O